tert-Butyl (S)-((6-(2,2'-dichloro-3'-(5-formyl-6-methoxypyridin-2-yl)-[1,1'-biphenyl]-3-yl)-2-methoxypyridin-3-yl)methyl)((5-oxopyrrolidin-2-yl)methyl)carbamate ClC1=C(C=CC=C1C1=CC=C(C(=N1)OC)CN(C(OC(C)(C)C)=O)C[C@H]1NC(CC1)=O)C1=C(C(=CC=C1)C1=NC(=C(C=C1)C=O)OC)Cl